4-(6-phenylpyridazin-3-yl)hexahydropyrrolo[3,4-b][1,4]Oxazine-6(2H)-carboxylic acid tert-butyl ester C(C)(C)(C)OC(=O)N1CC2OCCN(C2C1)C=1N=NC(=CC1)C1=CC=CC=C1